CC(CCO)O (+/-)-1,3-butanediol